2-(1H-pyrrol-1-yl)-3-(2-{[1,2,4]triazolo[1,5-a]pyridin-7-yl}ethynyl)benzoic acid N1(C=CC=C1)C1=C(C(=O)O)C=CC=C1C#CC1=CC=2N(C=C1)N=CN2